((2R,3S,5R)-5-(6-amino-2-fluoro-9H-purin-9-yl)-2-ethynyl-3-hydroxytetrahydrofuran-2-yl)methyl octylcarbamate C(CCCCCCC)NC(OC[C@]1(O[C@H](C[C@@H]1O)N1C2=NC(=NC(=C2N=C1)N)F)C#C)=O